amino(diphenylhydantoin) NN1C(=O)NC(=O)C1(C1=CC=CC=C1)C1=CC=CC=C1